C(COOCC(=O)O)(=O)O dioxyDiacetic Acid